(R)-4,6-dimethylpiperazin-2-one CN1CC(N[C@@H](C1)C)=O